C1=CC(=CC(=C1)C1=CC=CC=C1)C1=CC=CC=C1 [3,1':5,1'']-terphenyl